NC1=NC=C2N(C(N(C2=N1)[C@@H]1O[C@@H]([C@H]([C@H]1O)F)CO)=O)CCC(F)(F)F 2-amino-9-((2R,3S,4S,5R)-4-fluoro-3-hydroxy-5-(hydroxymethyl)tetrahydrofuran-2-yl)-7-(3,3,3-trifluoropropyl)-7,9-dihydro-8H-purin-8-one